(1S,3S,5R)-5-((2-azidoethoxy)methyl)-2-azabicyclo[3.1.0]hexane-2,3-dicarboxylic acid 2-(tert-butyl) ester 3-ethyl ester C(C)OC(=O)[C@H]1N([C@H]2C[C@]2(C1)COCCN=[N+]=[N-])C(=O)OC(C)(C)C